O=S1(CCN(CCC1)CC1=CC=C(C=C1)[C@H]1COC=2C(=NC=CC2)O1)=O (S)-3-[4-(1,1-Dioxo-1lambda6-[1,4]thiazepan-4-ylmethyl)-phenyl]-2,3-dihydro-[1,4]dioxino[2,3-b]pyridine